C(C)(C)(C)NC1=NC(=NC=C1C(=O)O)SC 4-(tert-butylamino)-2-(methylthio)pyrimidine-5-carboxylic acid